CN(CC(C[Ge](CC(CN(C)C)C)CC(CN(C)C)C)C)C Tri(3-dimethylamino-2-methylpropyl)germanium